[C@H]12CN(C[C@H](CC1)N2)C=2C1=C(N=C(N2)OCC2CC(N(C2)C)=O)C(=C(N=C1)C1=CC=CC2=CC=CC(=C12)Cl)F 4-(((4-((1R,5S)-3,8-diazabicyclo[3.2.1]octan-3-yl)-7-(8-chloronaphthalen-1-yl)-8-fluoropyrido[4,3-d]pyrimidin-2-yl)oxy)methyl)-1-methylpyrrolidin-2-one